(tert-butyl) 2,3-dimethyl (2S,3S)-piperazine-1,2,3-tricarboxylate N1([C@@H]([C@H](NCC1)C(=O)OC)C(=O)OC)C(=O)OC(C)(C)C